C[C@@H]1O[C@@H](CN(C1)C(=O)C1=CN=C(S1)C1=C(C(=C(C(=C1)F)F)OC)F)C ((2S,6R)-2,6-dimethylmorpholino)(2-(2,4,5-trifluoro-3-methoxyphenyl)thiazol-5-yl)methanone